OCCCOC1=CC=C(C=C1)/C=C/C(=O)C1=CC=CC=C1 (E)-3-[4-(3-Hydroxypropoxy)phenyl]-1-phenylprop-2-en-1-one